2-(8-cyclopropyl-2-methylimidazo[1,2-a]pyridin-6-yl)-7-fluoro-4H-pyrido[1,2-a]pyrimidin-4-one C1(CC1)C=1C=2N(C=C(C1)C=1N=C3N(C(C1)=O)C=C(C=C3)F)C=C(N2)C